2-(3,4-dimethoxyphenyl)[1,2,4]triazolo[1,5-c]quinazolin COC=1C=C(C=CC1OC)C1=NN2C=NC=3C=CC=CC3C2=N1